ClC1=C(C(=C(C=C1)NC=1C(C(C1NC1C(CCC2=C1C=CO2)(C)C)=O)=O)O)S(=O)(=O)N2CCN(CC2)C 3-((4-chloro-2-hydroxy-3-((4-methylpiperazin-1-yl)sulfonyl)phenyl)amino)-4-((5,5-dimethyl-4,5,6,7-tetrahydrobenzofuran-4-yl)amino)cyclobut-3-ene-1,2-dione